N-[5-(2,2-difluorocyclopentyl)-3-fluoropyridin-2-yl]-2-[(1-methyl-1H-1,2,3,4-tetrazol-5-yl)sulfanyl]-5-nitrobenzamide FC1(C(CCC1)C=1C=C(C(=NC1)NC(C1=C(C=CC(=C1)[N+](=O)[O-])SC1=NN=NN1C)=O)F)F